(S)-3-methyl-2-(7-(2-oxooxazolidin-3-yl)dibenzo[b,d]thiophene-3-sulfonamido)butanoic acid CC([C@@H](C(=O)O)NS(=O)(=O)C=1C=CC2=C(SC3=C2C=CC(=C3)N3C(OCC3)=O)C1)C